C(C)(C)(C)OC(=O)N1CCC2C1CN(CC2)C2=C1C=C(NC1=C(C=C2F)C#N)C 6-(7-cyano-5-fluoro-2-methyl-1H-indol-4-yl)octahydro-1H-pyrrolo[2,3-c]pyridine-1-carboxylic acid tert-butyl ester